1-[4-(phenylsulfanyl)phenyl]-1,2-octanedione-2-(O-benzoyloxime) C(C1=CC=CC=C1)(=O)ON=C(C(=O)C1=CC=C(C=C1)SC1=CC=CC=C1)CCCCCC